C1(CCC1)NC(C1=C(C=C(C=C1)NC1=NC=C(C(=N1)NC=1C=CC2=C(NC(O2)=O)C1)C)C)=O N-Cyclobutyl-2-methyl-4-[5-methyl-4-(2-oxo-2,3-dihydro-benzooxazol-5-ylamino)-pyrimidin-2-ylamino]-benzamide